Diurethan dimethacrylat C(C(=C)C)(=O)O.C(C(=C)C)(=O)O.NC(=O)OCC.NC(=O)OCC